ClC=1C=C(C=CC1)C=1N=CSC1C1=CC2=C(N=CS2)C=C1 6-(4-(3-chlorophenyl)thiazol-5-yl)benzo[d]thiazole